(2,3,4,4-Tetramethylcyclopentyl)methylcarboxylat CC1C(CC(C1C)(C)C)CC(=O)[O-]